6-(10-bromodecyl)-2-hydroxy-3,4-dimethoxy-benzaldehyde BrCCCCCCCCCCC1=CC(=C(C(=C1C=O)O)OC)OC